N(=[N+]=[N-])CCC(C1=CC(=CC=C1)OC(F)(F)F)NC1=NC2=C(N1)C=CC=C2 N-{3-azido-1-[3-(trifluoromethoxy)phenyl]propyl}-1H-1,3-benzodiazol-2-amine